C(C)(C)(C)C1=CC=C(C=C1)S(=O)(=O)NC1=C(C(=O)NC23CC(C2)(C3)C(F)(F)F)C=CC(=C1)C(F)(F)F 2-((4-(tert-butyl)phenyl)sulfonamido)-4-(trifluoromethyl)-N-(3-(trifluoromethyl)bicyclo[1.1.1]pentan-1-yl)benzamide